(S)-2-AMINO-2-METHYL-4-PENTENOIC ACID N[C@](C(=O)O)(CC=C)C